2-(3-(Cyclooctylmethoxy)phenoxy)ethanamine C1(CCCCCCC1)COC=1C=C(OCCN)C=CC1